2-(7-trifluoromethyl-chroman-4-ylidene)-N-(7-hydroxy-5,6,7,8-tetrahydronaphthalen-1-yl)acetamide FC(C1=CC=C2C(CCOC2=C1)=CC(=O)NC1=CC=CC=2CCC(CC12)O)(F)F